OC=1C=C2CC[C@H]([C@H](C2=CC1)C1=CC=C(C=C1)N1CCC(CC1)CN1CCN(CC1)C=1C=C2CN(C(C2=CC1)=O)[C@H]1C(NC(CC1)=O)=O)C=1C=NC=CC1 (R)-3-(5-(4-((1-(4-((1S,2R)-6-hydroxy-2-(pyridin-3-yl)-1,2,3,4-tetrahydronaphthalen-1-yl)phenyl)piperidin-4-yl)methyl)piperazin-1-yl)-1-oxoisoindolin-2-yl)piperidine-2,6-dione